FC(C1=CC=C(C=C1)C=1N=C(N2C1C=CC=C2)NCC(=O)O)(F)F (1-(4-(trifluoromethyl)phenyl)imidazo[1,5-a]pyridin-3-yl)glycine